2-Chloro-5-{[(3,3-dimethylbutanoyl)amino]methyl}-N-{1-[3-(trifluoromethyl)phenyl]-1H-indazol-4-yl}benzamide ClC1=C(C(=O)NC2=C3C=NN(C3=CC=C2)C2=CC(=CC=C2)C(F)(F)F)C=C(C=C1)CNC(CC(C)(C)C)=O